OC1=C(C=CC=C1)C=1SC[C@@H](N1)C1SC[C@@H](N1C)C(=O)O (4S)-2-((R)-2-(2-hydroxyphenyl)-4,5-dihydrothiazol-4-yl)-3-methylthiazolidine-4-carboxylic acid